O1C=NC2=C1C=CC=C2C2=NSC(=C2C2CC2)C(=O)NC2=CC(=NC=C2)C(F)(F)F 3-(BENZO[D]OXAZOL-4-YL)-4-CYCLOPROPYL-N-(2-(TRIFLUOROMETHYL)PYRIDIN-4-YL)ISOTHIAZOLE-5-CARBOXAMIDE